C(C)(C)N(C(C)C)[SiH2]C diisopropylamino-methylsilane